O=C1NCC[C@H]1C[C@@H](C(=O)OC)NC(=O)[C@H]1NC[C@@H](C1)C(F)(F)F methyl (2S)-3-[(3S)-2-oxopyrrolidin-3-yl]-2-[[(2S,4R)-4-(trifluoromethyl)pyrrolidine-2-carbonyl]amino]propanoate